4-chloro-N-(5-(1-methylpiperidin-4-yl)pyridin-2-yl)quinolin-6-amine ClC1=CC=NC2=CC=C(C=C12)NC1=NC=C(C=C1)C1CCN(CC1)C